C1(=CC=CC=C1)C=1C2=CC=CC=C2C(=C2C=CC(=CC12)S(=O)(=O)[O-])C1=CC=CC=C1.[Li+] lithium 9,10-diphenylanthracene-2-sulfonate